N-(5-methoxy-6-methylpyridin-3-yl)-6-((3-methyloxetan-3-yl)methoxy)isoquinolin-1-amine COC=1C=C(C=NC1C)NC1=NC=CC2=CC(=CC=C12)OCC1(COC1)C